CN1C2=CC=CC=C2C=2C(CCCC12)=O 1,2,3,9-tetrahydro-9-methyl-4-oxocarbazole